2-((6,6-dimethyl-2,4-dioxo-3-azabicyclo[3.1.0]hexan-3-yl)methyl)thieno[3,2-b]pyridin CC1(C2C(N(C(C12)=O)CC1=CC2=NC=CC=C2S1)=O)C